2-(imidazol-1-yl)-N-[(cis)-4-(methyl-carbamoyl)cyclohexyl]-5H,6H,7H-cyclopenta[d]pyrimidine-4-carboxamide N1(C=NC=C1)C=1N=C(C2=C(N1)CCC2)C(=O)N[C@@H]2CC[C@@H](CC2)C(NC)=O